(3-bromo-1-methyl-1H-pyrazol-4-yl)ethan-1-ol BrC1=NN(C=C1C(C)O)C